3-[5-(difluoromethyl)-1,3,4-oxadiazol-2-yl]-6-(pentafluoroanilino)-6,7-dihydro-5H-pyrrolo[3,4-b]pyridin-5-one FC(C1=NN=C(O1)C=1C=C2C(=NC1)CN(C2=O)NC2=C(C(=C(C(=C2F)F)F)F)F)F